α,α'-diethoxy-o-xylene C(C)OCC=1C(=CC=CC1)COCC